quinolone-5-carboxylic acid C1=CC(=C2C=CC(=O)NC2=C1)C(=O)O